tert-butyl (3R)-3-({5-[5-(methylsulfanyl)-1,3-oxazol-2-yl]-1-{[2-(trimethylsilyl) ethoxy]methyl}-1H-pyrrolo[2,3-b]pyridin-4-yl}amino)piperidine-1-carboxylate CSC1=CN=C(O1)C=1C(=C2C(=NC1)N(C=C2)COCC[Si](C)(C)C)N[C@H]2CN(CCC2)C(=O)OC(C)(C)C